FC([C@H]1N(C(OC1)=O)C=1N=C2N(CCOC3=C2C2=C(C(=C3)N[C@H](C(=O)N)C)ONO2)C1)F (S)-2-((11-((S)-4-(Difluoromethyl)-2-oxooxazolidin-3-yl)-7,8-dihydro-[1,3]dioxazolo[4',5':5,6]benzo[1,2-f]imidazo[1,2-d][1,4]oxazepin-4-yl)amino)propionamide